ClC1=C(C=CC(=C1)Cl)S(=O)(=O)N1CC(C1)(CO)COC1=CC=C(C#N)C=C1 4-((1-((2,4-dichlorophenyl)sulfonyl)-3-(hydroxymethyl)azetidin-3-yl)methoxy)benzonitrile